methyl 2-(chloromethyl)-2-methylbutyrate ClCC(C(=O)OC)(CC)C